2-(4-(2-((dimethylamino)methyl)-1-methyl-1H-imidazol-5-yl)phenoxy)-6-methylbenzaldehyde CN(C)CC=1N(C(=CN1)C1=CC=C(OC2=C(C=O)C(=CC=C2)C)C=C1)C